Cl.C(C)N([C@@H](C(C)C)C(=O)N[C@H](CCC(=O)O)C(=O)O)CC.N1(CCCCCC1)C=O Azepanyl-Methanone diethyl-L-valyl-D-glutamate hydrochloride salt